6-phenylisoquinolin C1(=CC=CC=C1)C=1C=C2C=CN=CC2=CC1